CN(C)C[C@@H]1CN=C2N1C1=CC=C(C=C1C(N2CC=2C=NN(C2)C)=O)S(=O)(=O)NC2(CC2)C (R)-1-((dimethylamino)methyl)-4-((1-methyl-1H-pyrazol-4-yl)-methyl)-N-(1-methylcyclopropyl)-5-oxo-1,2,4,5-tetra-hydroimidazo[1,2-a]quinazoline-7-sulfonamide